NC1=C(C=CC(=N1)C1=C(C=C2C(N(C=NC2=C1)CCC[C@H](C)NC=1C=NNC(C1C(F)(F)F)=O)=O)F)Cl (S)-7-(6-amino-5-chloropyridin-2-yl)-6-fluoro-3-(4-((6-oxo-5-(trifluoromethyl)-1,6-dihydropyridazin-4-yl)amino)pentyl)quinazolin-4(3H)-one